bisglycidyl adipate C(CCCCC(=O)OCC1CO1)(=O)OCC1CO1